ClC(C(=O)OOC(C(CCCCCCCCC(Cl)(Cl)Cl)Cl)=O)CCCCCCCCC(Cl)(Cl)Cl di(tetrachloroundecanoyl) peroxide